4,4'-(6-hydroxymethyl-pyridine-2,5-diyl)dibenzoic acid OCC1=C(C=CC(=N1)C1=CC=C(C(=O)O)C=C1)C1=CC=C(C(=O)O)C=C1